CC1(CCC=2C1=NC(=CC2CN2C[C@H](CCC2)C)C(=O)NC2=CC(=CC=C2)C2(COC2)C2=NN=CN2C)C (S)-7,7-dimethyl-N-(3-(3-(4-methyl-4H-1,2,4-triazol-3-yl)oxetan-3-yl)phenyl)-4-((3-methylpiperidin-1-yl)methyl)-6,7-dihydro-5H-cyclopenta[b]pyridine-2-carboxamide